ClC=1C=C(C=CC1C#N)N1C[C@H](N(C[C@@H]1C)C(=O)NC=1C=NC(=CC1)OCCCCN1CCN(CC1)C=1C=C2C(N(C(C2=CC1)=O)C1C(NC(CC1)=O)=O)=O)C (2R,5S)-4-(3-chloro-4-cyanophenyl)-N-(6-(4-(4-(2-(2,6-dioxopiperidin-3-yl)-1,3-dioxoisoindolin-5-yl)piperazin-1-yl)butoxy)pyridin-3-yl)-2,5-dimethylpiperazine-1-carboxamide